(2',4',6'-triisopropyl-[1,1'-biphenyl]-4-yl)boric acid C(C)(C)C1=C(C(=CC(=C1)C(C)C)C(C)C)C1=CC=C(C=C1)OB(O)O